ClC=1C=NC(=NC1)CN1C(=NC2=C1C=C(C=C2F)F)N2C[C@H](C(CC2)(F)F)N (3R)-1-(1-((5-Chloro-2-pyrimidinyl)methyl)-4,6-difluoro-1H-benzimidazol-2-yl)-4,4-difluoro-3-piperidinamin